C(C)(C)(C)OC(=O)N[C@H]1CN(CC1)S(=O)(=O)C=1C=C2C(=CN(C2=CC1)C(C(=O)OC)C)C methyl 2-[5-[(3R)-3-(tert-butoxycarbonylamino)pyrrolidin-1-yl]sulfonyl-3-methyl-indol-1-yl]propanoate